4-chloro-6-morpholino-[2,4'-bipyridine]-2'-carbaldehyde ClC1=CC(=NC(=C1)N1CCOCC1)C1=CC(=NC=C1)C=O